CC1=CC2=CN(N=C2C(=C1)C)C1CCN(CC1)C(=O)C1=CC=C(C=C1)[C@@]1(C(NC(N1)=O)=O)CF (R)-5-{4-[4-(5,7-dimethylindazol-2-yl)piperidine-1-carbonyl]phenyl}-5-fluoromethylimidazolidine-2,4-dione